Tert-butyl N-hydroxy-N-[(1S)-1-(5-cyano-3-furyl)-3-hydroxy-propyl]carbamate ON(C(OC(C)(C)C)=O)[C@@H](CCO)C1=COC(=C1)C#N